tertbutyl-benzoic acid C(C)(C)(C)C1=C(C(=O)O)C=CC=C1